N[C@H]1CS(C2=C(N(C1=O)CC1=CC=C(C=C1)Cl)C=C(C(=C2)F)C=2OC(=NN2)C=2C=NC(=CC2C)C)(=O)=O (3R)-3-amino-5-[(4-chlorophenyl)methyl]-7-[5-(4,6-dimethyl-3-pyridyl)-1,3,4-oxadi-azol-2-yl]-8-fluoro-1,1-dioxo-2,3-dihydro-1λ6,5-benzothiazepin-4-one